2-oxo-1,3,2-dioxathiane O=S1OCCCO1